2-Methoxy-1-(7-((2-((2-methoxy-4-(4-methylpiperazin-1-yl)phenyl)amino)pyridin-4-yl)amino)indolin-1-yl)ethan-1-one COCC(=O)N1CCC2=CC=CC(=C12)NC1=CC(=NC=C1)NC1=C(C=C(C=C1)N1CCN(CC1)C)OC